ClC1=CC2=C(N(C(N=C2N2[C@H](CN(CC2)C(=O)OC(C)(C)C)C)=O)C=2C(=NC=CC2C)C(C)C)N=C1C1=C(C(=CC=C1)O)F tert-butyl (S)-4-(6-chloro-7-(2-fluoro-3-hydroxyphenyl)-1-(2-isopropyl-4-methylpyridin-3-yl)-2-oxo-1,2-dihydropyrido[2,3-d]pyrimidin-4-yl)-3-methylpiperazine-1-carboxylate